tert-butyl (5-amino-2-(methylcarbamoyl)-2,3-dihydro-1H-inden-2-yl)carbamate NC=1C=C2CC(CC2=CC1)(C(NC)=O)NC(OC(C)(C)C)=O